BrC=1C=C(C2=C(COC(N2C2CC(C2)(C)O)=O)C1)C(F)(F)F 6-bromo-1-[(cis)-3-hydroxy-3-methylcyclobutyl]-8-(trifluoromethyl)-1,4-dihydro-3,1-benzoxazin-2-one